C(C)(C)(C)OC(N[C@H]1[C@@H](CCC1)C1=CC=C(C=C1)Br)=O trans-(2-(4-bromophenyl)cyclopentyl)carbamic acid tert-butyl ester